N1C(=NC2=C1C=CC=C2)N=C2NC(C(N2)=O)(C2=NC=CC=C2)C2=NC=CC=C2 2-((1H-benzo[d]imidazol-2-yl)imino)-5,5-bis(pyridin-2-yl)imidazolin-4-one